C[C@@H]1N(CCOC1)C1CCC(CC1)N1C[C@H](NCC1)C1=C(C=CC=C1)C (S)-3-methyl-4-((1S,4R)-4-((R)-3-(o-tolyl)piperazin-1-yl)cyclohexyl)morpholine